4-Chloro-7-[(3S)-3-{4-[4-({4-[6-(2,4-dioxo-1,3-diazinan-1-yl)-5-fluoro-1-methyl-1H-indol-2-yl]piperidin-1-yl}methyl)piperidin-1-yl]phenyl}piperidin-1-yl]-1H-indazole-3-carbonitrile ClC1=C2C(=NNC2=C(C=C1)N1C[C@@H](CCC1)C1=CC=C(C=C1)N1CCC(CC1)CN1CCC(CC1)C=1N(C2=CC(=C(C=C2C1)F)N1C(NC(CC1)=O)=O)C)C#N